[2,3'-biindolinylidene]-2'-one N1C(CC2=CC=CC=C12)=C1C(NC2=CC=CC=C12)=O